C(CCC)NC=1C2=C(N=C(N1)NC(=O)OC)C=NN2CC=2C(=CC(=NC2)C=2CCN(CC2)C(=O)OC(C)(C)C)OC tert-butyl 5-((7-(butylamino)-5-((methoxycarbonyl)-amino)-1H-pyrazolo[4,3-d]pyrimidin-1-yl)methyl)-4-methoxy-3',6'-dihydro-[2,4'-bipyridine]-1'(2'H)-carboxylate